(2R,3S)-2-(3-(4-chloro-5-(trifluoromethyl)-1H-benzo[d]imidazol-1-yl)propyl)piperidin-3-ol ClC1=C(C=CC=2N(C=NC21)CCC[C@H]2NCCC[C@@H]2O)C(F)(F)F